C1(CC1)N1C(=NC2=NC=C(C=C21)C=2C=CN1N=CN=C(C12)OC1CC(C1)(C)F)C 1-cyclopropyl-6-(4-(3-fluoro-3-methylcyclobutoxy)pyrrolo[2,1-f][1,2,4]triazin-5-yl)-2-methylimidazo[4,5-b]pyridine